2-((1S,2S)-1-(2-cyano-4-(trifluoromethyl)phenyl)-1-(1-methyl-1H-pyrazol-4-yl)propan-2-yl)-5-hydroxy-N-(isoxazol-4-yl)-1-methyl-6-oxo-1,6-dihydropyrimidine-4-carboxamide C(#N)C1=C(C=CC(=C1)C(F)(F)F)[C@H]([C@H](C)C=1N(C(C(=C(N1)C(=O)NC=1C=NOC1)O)=O)C)C=1C=NN(C1)C